1-(4-thiophenylphenyl)-(3-cyclopentyl)-propane-1,2-dione S1C(=CC=C1)C1=CC=C(C=C1)C(C(CC1CCCC1)=O)=O